7-[2-methoxy-4-trifluoromethylphenyl]-6-methyl-N-[4-(piperidin-4-yl)-2,3-dihydro-1-benzofuran-7-yl]thieno[3,2-d]pyrimidin-2-amine COC1=C(C=CC(=C1)C(F)(F)F)C1=C(SC2=C1N=C(N=C2)NC2=CC=C(C=1CCOC12)C1CCNCC1)C